C(C1=CC=CC=C1)C1CCN(CC1)CC=1N=C2N(C(=NC=3C(=CC=CC23)F)N)C1 2-((4-benzylpiperidin-1-yl)methyl)-7-fluoroimidazo[1,2-c]quinazolin-5-amine